C(C)(CC)N1N=C(C=2N=C(N=C(C21)N[C@H](C)C=2C=NC1=CC=CC=C1C2)N2CCN(CC2)C(C)=O)C 1-{4-[1-sec-butyl-3-methyl-7-((R)-1-quinolin-3-yl-ethylamino)-1H-pyrazolo[4,3-d]pyrimidin-5-yl]-piperazin-1-yl}-ethanone